Glyceryl-ascorbate C(C(O)CO)OC1=C(C(=O)O[C@@H]1[C@@H](O)CO)O